4-benzyl-N-[6-(trifluoromethyl)-3-pyridyl]-1H-pyrrole-3-sulfonamide C(C1=CC=CC=C1)C=1C(=CNC1)S(=O)(=O)NC=1C=NC(=CC1)C(F)(F)F